2-(chloromethyl)benzimidazole ClCC=1NC2=C(N1)C=CC=C2